NC=1C=CC(=C2CN(C(C12)=O)CC(C(=O)N)=C)C=1C=C2C=NNC2=C(C1)C(C)C 2-({7-amino-1-oxo-4-[7-(propan-2-yl)-1H-indazol-5-yl]-2,3-dihydro-1H-isoindol-2-yl}methyl)prop-2-enamide